(2S,3S)-3-amino-2-((2-bromo-1,3-thiazol-4-yl)methyl)pyrrolidine-1-carboxylic acid tert-butyl ester C(C)(C)(C)OC(=O)N1[C@H]([C@H](CC1)N)CC=1N=C(SC1)Br